CC1=NC=2N(C(=C1)NNC(N)=S)N=C(N2)C(F)(F)F 2-(5-methyl-2-(trifluoromethyl)-[1,2,4]triazolo[1,5-a]pyrimidin-7-yl)hydrazinecarbothioamide